COCCN1N=CC(=C1)C=1C=2N(N=C(C1)C=1C(NC(NC1)=O)=O)C=CN2 5-(8-(1-(2-methoxyethyl)-1H-pyrazol-4-yl)imidazo[1,2-b]pyridazin-6-yl)pyrimidine-2,4(1H,3H)-dione